2-isopropyl-N-(4-phenyl-2-(7-oxa-2-azaspiro[3.5]nonan-2-yl)pyridin-3-yl)pyrimidine-5-carboxamide C(C)(C)C1=NC=C(C=N1)C(=O)NC=1C(=NC=CC1C1=CC=CC=C1)N1CC2(C1)CCOCC2